COC=1C=C(C=CC1OC)CCO 2-(3,4-dimethoxyphenyl)ethanol